COC=1C(=NC(=CN1)C)N 3-methoxy-6-methylpyrazin-2-amine